octyl-isothiazolinone C(CCCCCCC)C1=NSCC1=O